6-fluoro-3-{1-[4-((R)-3-fluoro-pyrrolidine-1-carbonyl)-phenyl]-1H-[1,2,3]triazol-4-yl}-1H-quinolin-2-one FC=1C=C2C=C(C(NC2=CC1)=O)C=1N=NN(C1)C1=CC=C(C=C1)C(=O)N1C[C@@H](CC1)F